Tert-butyl 6-oxo-2-azabicyclo[2.2.2]octane-2-carboxylate O=C1CC2CN(C1CC2)C(=O)OC(C)(C)C